(S)-N-(3-(1H-imidazol-4-yl)-1-morpholino-1-oxopropan-2-yl)-6-chloro-1H-indole-2-carboxamide N1C=NC(=C1)C[C@@H](C(=O)N1CCOCC1)NC(=O)C=1NC2=CC(=CC=C2C1)Cl